N-(((1-methylpiperidin-4-yl)amino)((4-methylquinazolin-2-yl)amino)methylene)pivalamide CN1CCC(CC1)NC(=NC(C(C)(C)C)=O)NC1=NC2=CC=CC=C2C(=N1)C